4-(4-acryloylpiperazin-1-yl)-7-(2-((tert-butyldiphenylsilyl)oxy)-6-fluorophenyl)-6-chloro-1-neopentylquinazolin-2(1H)-one C(C=C)(=O)N1CCN(CC1)C1=NC(N(C2=CC(=C(C=C12)Cl)C1=C(C=CC=C1F)O[Si](C1=CC=CC=C1)(C1=CC=CC=C1)C(C)(C)C)CC(C)(C)C)=O